C(C)(C)(C)OC(=O)N1CC(NCC1)C1=C(C=CC=C1)C(C)C 3-(2-isopropylphenyl)piperazine-1-carboxylic acid tert-butyl ester